4H-chromene-2-carboxamide trifluoroacetate salt FC(C(=O)O)(F)F.O1C(=CCC2=CC=CC=C12)C(=O)N